phenyl-2-toluenesulfonic acid C1(=CC=CC=C1)CC=1C(=CC=CC1)S(=O)(=O)O